(3,3-dimethyl-2,3-dihydro-benzofuran-6-yl)-methyl-[4-(4-methyl-pyrido[3,4-d]pyrimidin-2-yloxy)-phenyl]-amine CC1(COC2=C1C=CC(=C2)N(C2=CC=C(C=C2)OC=2N=C(C1=C(N2)C=NC=C1)C)C)C